(R,S) or (S,S)-4-(1-(dimethylamino)-2,2-difluoroethyl)-N'-((1,2,3,5,6,7-hexahydro-s-indacen-4-yl)carbamoyl)benzenesulfonimidamide CN([C@H](C(F)F)C1=CC=C(C=C1)[S@@](=O)(N)=NC(NC1=C2CCCC2=CC=2CCCC12)=O)C |o1:12|